(E)-9-((1R,2S,3R,4R)-4-((S)-(4-chlorophenyl)(hydroxy)methyl)-2,3-dihydroxycyclopentyl)-3,9-dihydro-6H-purin-6-one O-methyl oxime CO\N=C\1/C=2N=CN(C2NC=N1)[C@H]1[C@@H]([C@@H]([C@H](C1)[C@H](O)C1=CC=C(C=C1)Cl)O)O